tosyl-L-glutamic acid S(=O)(=O)(C1=CC=C(C)C=C1)N[C@@H](CCC(=O)O)C(=O)O